COC=1C=C(C=C(C1)OC)NC1=NC2=CC=CC=C2N=C1NS(=O)(=O)C1=CC=C(C=C1)NC(=O)C1=CC(=C(C=C1)C)OC N-[2-[(3,5-dimethoxyphenyl)amino]quinoxalin-3-yl]-4-[(4-methyl-3-methoxyphenyl)carbonyl]aminobenzenesulfonamide